C1=CC(=CC2=C1C1=C(O2)C=C2C=CC=CC2=C1)B(O)O naphtho[2,3-b]benzofuran-3-yl-boronic acid